5-(6-((4-(3-amino-6-(2-hydroxyphenyl)pyridazin-4-yl)phenyl)amino)-2-azaspiro[3.3]heptan-2-yl)-2-(2,6-dioxopiperidin-3-yl)-6-fluoroisoindoline-1,3-dione NC=1N=NC(=CC1C1=CC=C(C=C1)NC1CC2(CN(C2)C=2C=C3C(N(C(C3=CC2F)=O)C2C(NC(CC2)=O)=O)=O)C1)C1=C(C=CC=C1)O